[Br-].C[N+](CC(COC(CCCCCCC\C=C/CCCCCCCC)=O)OC(CCCCCCC\C=C/CCCCCCCC)=O)(CCCCCO)C dimethyl-5-hydroxypentyl-2,3-dioleoyloxypropyl-ammonium bromide